3-(4-chloro-3-fluorophenyl)-3-hydroxyazetidine-1-carboxylic acid tert-butyl ester C(C)(C)(C)OC(=O)N1CC(C1)(O)C1=CC(=C(C=C1)Cl)F